amyl-cyclopentanone oxide C(CCCC)C1C(CCC1)=[O+][O-]